FC(CN1C(=NC=2C1=NC(=CC2)C=2C=CN1N=C(N=CC12)NC1CCC(CC1)N)C)F N1-(5-(3-(2,2-difluoroethyl)-2-methyl-3H-imidazo[4,5-b]pyridin-5-yl)pyrrolo[2,1-f][1,2,4]triazin-2-yl)cyclohexane-1,4-diamine